3-(4-cyanobenzylidene)-5-(3-pyridinyl)-N-methyl-4-piperidone C(#N)C1=CC=C(C=C2CN(CC(C2=O)C=2C=NC=CC2)C)C=C1